(R)-1'-(6-((2-amino-3-chloropyridin-4-yl)thio)pyrido[2,3-b]pyrazin-2-yl)-3-fluoro-5,7-dihydrospiro[cyclopenta[b]pyridine-6,4'-piperidine]-5-amine NC1=NC=CC(=C1Cl)SC=1C=CC=2C(=NC=C(N2)N2CCC3(CC2)[C@H](C=2C(=NC=C(C2)F)C3)N)N1